4-(2-hydroxyethyl)piperazin-1-ethanesulfonic acid OCCN1CCN(CC1)CCS(=O)(=O)O